(S)-2-(6-(3-methyl-1H-pyrrolo[2,3-b]pyridin-5-yl)-2-(2-(tetrahydro-2H-pyran-4-yl)acetyl)-1,2,3,4-tetrahydroisoquinolin-8-yl)pyrrolidine-1-carboxylic acid tert-butyl ester C(C)(C)(C)OC(=O)N1[C@@H](CCC1)C=1C=C(C=C2CCN(CC12)C(CC1CCOCC1)=O)C=1C=C2C(=NC1)NC=C2C